ethyl (3E)-2,2-dimethyl-3-{3-[6-(methylamino)pyridin-2-yl]prop-2-yn-1-ylidene}pyrrolidine-1-carboxylate CC/1(N(CC\C1=C/C#CC1=NC(=CC=C1)NC)C(=O)OCC)C